diethylcarbamylsulfonamide sodium N,N-diethylcarbamylsulfate sodium salt [Na+].C(C)N(C(=O)OS(=O)(=O)[O-])CC.[Na+].C(C)N(C(=O)S(=O)(=O)N)CC.C(C)N(C(=O)OS(=O)(=O)[O-])CC